Methioninyl-methionin N[C@@H](CCSC)C(=O)N[C@@H](CCSC)C(=O)O